N[C@@]1(CN(CCC1)C1=NC(=CC(=C1)C=1C=C(C=CC1C)NC(=O)N1C[C@@H](CC1)CC(F)(F)F)N1CCOCC1)C (S)-N-(3-(2-((S)-3-amino-3-methylpiperidin-1-yl)-6-morpholinopyridin-4-yl)-4-methylphenyl)-3-(2,2,2-trifluoroethyl)pyrrolidine-1-carboxamide